4,4-difluoro-2-methylpyrrolidine-1,2-dicarboxylic acid 1-(tert-butyl) 2-methyl ester COC(=O)C1(N(CC(C1)(F)F)C(=O)OC(C)(C)C)C